[2-[2-[2-(tert-butoxycarbonylamino)ethoxy]ethoxy]-4-fluoro-phenyl]boronic acid C(C)(C)(C)OC(=O)NCCOCCOC1=C(C=CC(=C1)F)B(O)O